FC1=CC=C(OC2=CC=C(C=N2)S(=O)(=O)N2[C@H]([C@@H]3CC[C@H](C2)N3C(=O)OCC)C(NOC3OCCCC3)=O)C=C1 ethyl (1S,2R,5R)-3-((6-(4-fluorophenoxy)pyridin-3-yl)sulfonyl)-2-(((tetrahydro-2H-pyran-2-yl)oxy)carbamoyl)-3,8-diazabicyclo[3.2.1]octane-8-carboxylate